N,N-diethylanilinium tetrakis(perfluoronaphthalen-2-yl)borate FC1=C(C(=C(C2=C(C(=C(C(=C12)F)F)F)F)F)F)[B-](C1=C(C2=C(C(=C(C(=C2C(=C1F)F)F)F)F)F)F)(C1=C(C2=C(C(=C(C(=C2C(=C1F)F)F)F)F)F)F)C1=C(C2=C(C(=C(C(=C2C(=C1F)F)F)F)F)F)F.C(C)[NH+](C1=CC=CC=C1)CC